N[C@@H](CCC(=O)[O-])C(=O)OC([C@@H](N)CC1=CNC=N1)=O histidyl glutamate